ClC1=NC=CC(=N1)C1=C(N=C(S1)C12CC(C1)(C2)C(F)(F)F)C=2C(=C(C=CC2)NS(=O)(=O)C2=C(C=CC=C2C(F)(F)F)F)F N-(3-(5-(2-chloropyrimidin-4-yl)-2-(3-{trifluoromethyl}bicyclo(1.1.1)pentan-1-yl)thiazol-4-yl)-2-fluorophenyl)-2-fluoro-6-(trifluoromethyl)benzenesulfonamide